7-(piperidin-1-yl)heptane-1-amine N1(CCCCC1)CCCCCCCN